[6-(3-cyclopropyl-1,2,4-triazol-1-yl)-2-azaspiro[3.3]heptan-2-yl]-[6-[3-(trifluoromethyl)-1,2,4-triazol-1-yl]-2-azaspiro[3.3]heptan-2-yl]methanone C1(CC1)C1=NN(C=N1)C1CC2(CN(C2)C(=O)N2CC3(C2)CC(C3)N3N=C(N=C3)C(F)(F)F)C1